O1N=CC=C1[C@@H]1CN(C(C=2N(C1)N=C1C2CN([C@@H](C1)C)C(=O)OC(C)(C)C)=O)C |o1:5| (3R,8R*)-tert-butyl 8-(isoxazol-5-yl)-3,10-dimethyl-11-oxo-3,4,8,9,10,11-hexahydro-1H-pyrido[4',3':3,4]-pyrazolo[1,5-a][1,4]diazepine-2(7H)-carboxylate